(3-amino-2,4,6-trimethyl-phenyl)-diphenylphosphoryl ketone NC=1C(=C(C(=CC1C)C)C1=C(C=CC=C1)P(=O)(C1=CC=CC=C1)C(=O)P(=O)(C1=CC=CC=C1)C1=C(C=CC=C1)C1=C(C(=C(C=C1C)C)N)C)C